3-propan-2-yl-4H-pyrrolo[3,4-d]imidazol-6-one CC(C)N1C=NC2=C1CNC2=O